FC1=CC=C(C=C1)C=1OC2=C(C1)C=CC=C2 2-(4-fluorophenyl)benzofuran